CC(C)N1N=CC=C1OB(O)O [1-(propan-2-yl)-1H-pyrazol-5-yl]Boric acid